6-((3S,4S)-4-amino-3-methyl-2-oxa-8-azaspiro[4.5]decan-8-yl)-3-(1-(p-tolyl)cyclopropyl)-1,5-dihydro-4H-pyrazolo[3,4-d]pyrimidin-4-one N[C@@H]1[C@@H](OCC12CCN(CC2)C=2NC(C1=C(N2)NN=C1C1(CC1)C1=CC=C(C=C1)C)=O)C